F[C@H]1CN(CC[C@@H]1N1N=NC(=C1C)C=1C=C(C=2N(C1)N=CC2F)O[C@H](CO)C2=NC=C(C=C2)F)C#N (3S,4S)-3-fluoro-4-[4-[3-fluoro-4-[(1S)-1-(5-fluoro-2-pyridyl)-2-hydroxy-ethoxy]pyrazolo[1,5-a]pyridin-6-yl]-5-methyl-triazol-1-yl]piperidine-1-carbonitrile